(2R,3S,4S)-4-hydroxy-2-[(4-methoxyphenyl)methyl]pyrrolidin-3-yl N-{bicyclo[1.1.1]pentan-1-ylmethyl}carbamate C12(CC(C1)C2)CNC(O[C@H]2[C@H](NC[C@@H]2O)CC2=CC=C(C=C2)OC)=O